1-(2-((5-(pyridin-2-yl)pyrimidin-2-yl)oxy)ethyl)pyrrolidin-2-one N1=C(C=CC=C1)C=1C=NC(=NC1)OCCN1C(CCC1)=O